CN1CCC(CC1)OC1=C(C=CC=C1)OCC(F)(F)F (4-((1-methylpiperidin-4-yl)oxy))-3-(2,2,2-trifluoroethoxy)benzene